(6S)-6-hydroxy-6-isopropyl-2-(1H-pyrazol-4-yl)-5,7,8,9-tetrahydrothieno[2,3-c]quinolin-4-one O[C@@]1(CCCC=2C3=C(C(NC12)=O)SC(=C3)C=3C=NNC3)C(C)C